NC=1C=NC(=C(C#N)C1)OC1CC1 5-amino-2-cyclopropoxynicotinonitrile